(R)-3-(tert-butoxy)-N-(2-(2-((1-(2-methoxyethyl)-1H-pyrazol-4-yl)amino)pyrimidin-4-yl)-6,7,8,9-tetrahydro-5H-benzo[7]annulen-5-yl)azetidine-1-carboxamide C(C)(C)(C)OC1CN(C1)C(=O)N[C@@H]1CCCCC2=C1C=CC(=C2)C2=NC(=NC=C2)NC=2C=NN(C2)CCOC